CN1N=C2C(=CC(=CC2=C1)C1=CC=C2C(N(C=NC2=C1)C1CCN(CC1)C)=O)C 7-(2,7-dimethyl-2H-indazol-5-yl)-3-(1-methylpiperidin-4-yl)quinazolin-4(3H)-one